FC=1C=CC(=NC1)C=1C(=C2N(N1)CC(C2)(C)C)C2=C1C(=NC=C2)NC=C1 4-[2-(5-fluoro-2-pyridinyl)-5,5-dimethyl-4,6-dihydropyrrolo[1,2-b]pyrazol-3-yl]-1H-pyrrolo[2,3-b]pyridine